O=S1(CCN(CC1)C=1C=C2C(=NC1)NC=C2C=2CCN(CC2)C(=O)OC(C)(C)C)=O tert-butyl 4-(5-(1,1-dioxidothiomorpholino)-1H-pyrrolo[2,3-b]pyridin-3-yl)-3,6-dihydropyridine-1(2H)-carboxylate